3-[3-(trimethoxysilyl)propyl]oxolane-2,5-dione CO[Si](CCCC1C(OC(C1)=O)=O)(OC)OC